COC(C1=C(C(=C(C=C1)C(C)C)C=NSCC)C)=O ((ethylthio)(imino)methyl)-4-isopropyl-2-methylbenzoic acid methyl ester